ClC=1C=C(C=CC1OCC=1SC=C(N1)C(F)(F)F)NC=1C2=C(N=CN1)NC=C2C2CCN(CC2)C(C=C)=O 1-(4-(4-((3-chloro-4-((4-(trifluoromethyl)thiazol-2-yl)methoxy)phenyl)amino)-7H-pyrrolo[2,3-d]pyrimidin-5-yl)piperidin-1-yl)prop-2-en-1-one